N-(4-(4-((2-(2,6-dioxopiperidin-3-yl)-4-fluoro-1,3-dioxoisoindoline-5-yl)methyl)piperazin-1-yl)-3-(trifluoromethyl)phenyl)-3-(imidazo[1,2-b]pyridazin-3-ylethynyl)-4-methylbenzamide O=C1NC(CCC1N1C(C2=CC=C(C(=C2C1=O)F)CN1CCN(CC1)C1=C(C=C(C=C1)NC(C1=CC(=C(C=C1)C)C#CC1=CN=C2N1N=CC=C2)=O)C(F)(F)F)=O)=O